CCCCCCCCCC1=CC=C(C=C1)O p-nonylphenol